4-(tosylmethyl)aniline S(=O)(=O)(C1=CC=C(C)C=C1)CC1=CC=C(N)C=C1